C(CCC(=O)O)(O)=N butanedioic acid imine